C1(CC1)NC1=CC=C(C=N1)C1=NN2C(OCCC2)=C1C(=O)OCC Ethyl 2-[6-(cyclopropyl-amino)pyridin-3-yl]-6,7-dihydro-5H-pyrazolo[5,1-b][1,3]oxazine-3-carboxylate